hexano-6-lactone C1(CCCCCO1)=O